3-{3-[4-(7-{[(1R)-1-(2,4-dichlorophenyl)ethyl]amino}-2-methylpyrazolo[4,3-d]pyrimidin-5-yl)piperazin-1-yl]piperidin-1-yl}propanoic acid ClC1=C(C=CC(=C1)Cl)[C@@H](C)NC=1C=2C(N=C(N1)N1CCN(CC1)C1CN(CCC1)CCC(=O)O)=CN(N2)C